N-(1-(4-(trifluoromethyl)phenyl)ethyl)cyclopropanamine FC(C1=CC=C(C=C1)C(C)NC1CC1)(F)F